ClC=1C=C(C=CC1)C=1N=C(NC1C=1C=CC=2N(C1)N=CN2)C 6-(4-(3-Chlorophenyl)-2-methyl-1H-imidazol-5-yl)-[1,2,4]triazolo[1,5-a]pyridine